[Cu].C(=O)(O)C1=CC=C(C=C1)C=1C2=CC=C(N2)C(=C2C=CC(C(=C3C=CC(=C(C=4C=CC1N4)C4=CC=C(C=C4)C(=O)O)N3)C3=CC=C(C=C3)C(=O)O)=N2)C2=CC=C(C=C2)C(=O)O 5,10,15,20-tetra(4-carboxyphenyl)porphyrin copper